N-[(3R)-4,4-difluoro-1-{5-methyl-5-[5-methyl-3-(2,4,6-trifluorophenyl)pyridin-2-yl]-4,5-dihydro-1,2-oxazol-3-yl}pyrrolidin-3-yl]methanesulfonamide FC1([C@@H](CN(C1)C1=NOC(C1)(C1=NC=C(C=C1C1=C(C=C(C=C1F)F)F)C)C)NS(=O)(=O)C)F